2-[(2S)-2-(1-methyl-1-phenylethyl)pyrrolidin-1-yl]-4-morpholino-1H-pyrimidin-6-one CC(C)(C1=CC=CC=C1)[C@H]1N(CCC1)C=1NC(C=C(N1)N1CCOCC1)=O